CN([C@H]1C(C[C@@H](CC1)NC=1N=CC2=C(N1)N(C(C(=C2)C2=CC(=C(C=C2)NS(=O)(=O)CCC(F)(F)F)F)=O)C(C)C)OC)C N-(4-(2-(((1R,4R)-4-(dimethylamino)-3-methoxycyclohexyl)amino)-8-isopropyl-7-oxo-7,8-dihydropyrido[2,3-d]pyrimidin-6-yl)-2-fluorophenyl)-3,3,3-trifluoropropane-1-sulfonamide